N-{[2-amino-3-(hydroxymethyl)quinolin-7-yl]methyl}-N-(2-methanesulfonylphenyl)pyridine-3-carboxamide NC1=NC2=CC(=CC=C2C=C1CO)CN(C(=O)C=1C=NC=CC1)C1=C(C=CC=C1)S(=O)(=O)C